(R)-2-(4-(5-chloro-2-(4-chloro-1H-1,2,3-triazol-1-yl)phenyl)-2,5-dioxapiperazin-1-yl)-3-(1-methyl-1H-pyrazol-3-yl)-N-(2-methyl-2H-indazol-5-yl)propanamide ClC=1C=CC(=C(C1)N1CON(CO1)[C@@H](C(=O)NC1=CC2=CN(N=C2C=C1)C)CC1=NN(C=C1)C)N1N=NC(=C1)Cl